N-((1R,4R)-4-(((5-chloro-2-((1-(2-cyanopropan-2-yl)-3-methyl-1H-pyrazol-4-yl)amino)pyrimidin-4-yl)oxy)methyl)cyclohexyl)-2,2-difluoroacetamide ClC=1C(=NC(=NC1)NC=1C(=NN(C1)C(C)(C)C#N)C)OCC1CCC(CC1)NC(C(F)F)=O